C(C)(C)(C)OC(CN1C=NC2=C(C=C(C=C2C1=O)NC1(CN(C1)C(=O)OC(C)(C)C)C1=C(C(=CC=C1F)Cl)Cl)F)=O tert-butyl 3-({3-[2-(tert-butoxy)-2-oxoethyl]-8-fluoro-4-oxoquinazolin-6-yl}amino)-3-(2,3-dichloro-6-fluorophenyl)azetidine-1-carboxylate